(2R)-2-chloropropionic acid Cl[C@@H](C(=O)O)C